COC1=C(C=CC(=C1)N1CCC(CC1)N1CC2(C1)CN(C2)C)NC2=NC=NC(=C2)N2OCC[C@@H]2C2=CC=CC=C2 (R)-N-(2-methoxy-4-(4-(6-methyl-2,6-diazaspiro[3.3]heptan-2-yl)piperidin-1-yl)phenyl)-6-(3-phenylisoxazolidin-2-yl)pyrimidin-4-amine